C=1N=CN2C1C1=CC=CC=C1[C@H]2C2=C(C=CC=1CCCCC21)C#N ((S)-5H-imidazo[5,1-a]isoindol-5-yl)-5,6,7,8-tetrahydronaphthalene-2-carbonitrile